C1(=CC=CC2=CC=CC=C12)C1=C(OC=2SC=3N=C4N(C(C3N2)=O)CCC4)C=CC=C1 2-(1-naphthylphenoxy)-6,7-dihydropyrrolo[1,2-a]thiazolo[5,4-d]pyrimidin-9(5H)-one